OC1=CC=C(C=C1)C(C)(C)C1=CC(=CC=C1)C(C)(C)C1=CC=C(C=C1)O α,α'-Bis-(4-hydroxy-phenyl)-m-diisopropylbenzol